(2-{[4-(adamantan-1-yl)-1,3-thiazol-2-yl]amino}ethyl)diethylamine C12(CC3CC(CC(C1)C3)C2)C=2N=C(SC2)NCCN(CC)CC